(S)-1-(3-((8-((3-Chloro-4-(cyclopropylmethoxy)-2-fluorophenyl)amino)pyrimido[5,4-d]pyrimidin-2-yl)oxy)pyrrolidin-1-yl)prop-2-en-1-one ClC=1C(=C(C=CC1OCC1CC1)NC1=NC=NC2=C1N=C(N=C2)O[C@@H]2CN(CC2)C(C=C)=O)F